(S)-β-methylphenylethylamine C[C@H](CN)C1=CC=CC=C1